3-(5-(4-((1-(4-(3-hydroxy-8-phenyl-6,7-dihydro-5H-benzo[7]annulen-9-yl)phenyl)piperidin-4-yl)methyl)piperazin-1-yl)-1-oxoisoindolin-2-yl)piperidine-2,6-dione OC1=CC2=C(C(=C(CCC2)C2=CC=CC=C2)C2=CC=C(C=C2)N2CCC(CC2)CN2CCN(CC2)C=2C=C3CN(C(C3=CC2)=O)C2C(NC(CC2)=O)=O)C=C1